OC1C=2C=CC(=CC2CCC1C1N2C(C3=CC=CC=C13)=CN=C2)S(=O)(=O)N 5-Hydroxy-6-(5H-imidazo[5,1-a]isoindol-5-yl)-5,6,7,8-tetrahydronaphthalen-2-sulfonamid